BrC1=C(C=NC=2NC=3CC(NC(C3C(C21)(C2=CC=CC=C2)C)=O)(C)C)C=C 4-bromo-5,8,8-trimethyl-5-phenyl-3-vinyl-9,10-dihydro-7H-pyrido[2,3-b][1,6]naphthyridin-6-one